(S)-N-(2-methyl-3-((3-(2-(piperidin-3-ylamino)pyrimidin-4-yl)pyridin-2-yl)oxy)phenyl)-1-phenylmethanesulfonamide CC1=C(C=CC=C1OC1=NC=CC=C1C1=NC(=NC=C1)N[C@@H]1CNCCC1)NS(=O)(=O)CC1=CC=CC=C1